Dicalcium phosphate dihydrat O.O.P(=O)([O-])([O-])[O-].[Ca+2].[Ca+2]